ClC=1C(=NC(=NC1)NC1=CC=C(C=C1)N1CCN(CC1)C)NC1=CC(=C(C=C1)OC)OC 5-Chloro-N4-(3,4-dimethoxyphenyl)-N2-[4-(4-methylpiperazinyl)phenyl]pyrimidine-2,4-diamine